CC1(C2=CC=CC=C2NC=2C=C(C=CC12)OC1=CC=CC=C1)C 9,9-dimethyl-3-phenoxy-9,10-dihydroacridine